C(CC)N(C1=CC(=CC=C1)NC(=O)C)CCC N,N-dipropyl-meta-acetaminoaniline